1-(β-D-ribofuranosyl)pyridinium triflate [O-]S(=O)(=O)C(F)(F)F.[C@@H]1([C@H](O)[C@H](O)[C@H](O1)CO)[N+]1=CC=CC=C1